BrC=1C=C(C(=NC1Br)OC)NC(C)=O N-(5,6-dibromo-2-methoxypyridin-3-yl)acetamide